N-(4-Chlorobenzyl)-S-[3-(4(s)-imidazolyl)propyl]isothiourea dihydrobromide Br.Br.ClC1=CC=C(CNC(SCCCC=2N=CNC2)=N)C=C1